CN1CCCNC(OCC2=CC=CC(C3=NNC4=CC=C1C=C34)=C2)=O 14-methyl-8-oxa-10,14,19,20-tetraazatetracyclo[13.5.2.12,6.018,21]tricosa-1(20),2(23),3,5,15,17,21-heptaen-9-one